methyl (S)-10-(4-aminobutyl)-1-[(α-D-mannopyranosyl)oxy]-6-[2-({2-[(α-D-mannopyranosyl)oxy] ethyl}amino)-2-oxoethyl]-4,8,11-trioxo-3,6,9,12-tetraazaoctadecan-18-oate NCCCC[C@H](NC(CN(CC(NCCO[C@@H]1[C@@H](O)[C@@H](O)[C@H](O)[C@H](O1)CO)=O)CC(=O)NCCO[C@@H]1[C@@H](O)[C@@H](O)[C@H](O)[C@H](O1)CO)=O)C(NCCCCCC(=O)OC)=O